(7R,8aS)-7-(2,3-dichloro-6-hydroxyphenyl)-2-[1-hydroxypropan-2-yl]-hexahydropyrrolo[1,2-a]pyrazin-4-one ClC1=C(C(=CC=C1Cl)O)[C@H]1C[C@@H]2N(C(CN(C2)C(CO)C)=O)C1